3H-PYRAZOLOQUINOLONE N1C(CC=C2C=CC=3C(=C12)C=NN3)=O